2-(4-chloro-2-ethoxyphenyl)-2-oxoacetic acid ethyl ester C(C)OC(C(=O)C1=C(C=C(C=C1)Cl)OCC)=O